(2S)-N-[(3-chloro-1H-indol-5-yl)methyl]azetidine-2-carboxamide ClC1=CNC2=CC=C(C=C12)CNC(=O)[C@H]1NCC1